ClC1=C(C(=NN1CC1=C(C=CC=C1)OC(F)(F)F)C(=O)O)CCNC(C(F)F)C 5-chloro-4-(2-((1,1-difluoropropan-2-yl)amino)ethyl)-1-(2-(trifluoromethoxy)benzyl)-1H-pyrazole-3-carboxylic acid